BrC=1C=C(C=C(C1)F)C1=C2C(=NC(=NC2=CC=C1F)Cl)NC1CC1 (3-bromo-5-fluorophenyl)-2-chloro-N-cyclopropyl-6-fluoroquinazolin-4-amine